Para-hydroxyl-benzaldehyde OC1=CC=C(C=O)C=C1